Phenyl-2,2'-methylenebisphenol C1(=CC=CC=C1)C=1C(=C(C=CC1)O)CC1=C(C=CC=C1)O